C(C1=CC=CC=C1)NC(=O)NC1=CC(=C(C=C1)C1=CN=C(S1)[C@@H]1CC[C@H](CC1)NC(OC1COC1)=O)S(NC(C)(C)C)(=O)=O trans-oxetan-3-yl N-[4-[5-[4-(benzylcarbamoylamino)-2-(tert-butylsulfamoyl)phenyl]thiazol-2-yl]cyclohexyl]carbamate